C(C1=CC=CC=C1)OC1=C(C=O)C=C(C(=C1)C)B1OC(C(O1)(C)C)(C)C 2-(benzyloxy)-4-methyl-5-(4,4,5,5-tetramethyl-1,3,2-dioxaborolan-2-yl)benzaldehyde